C(=O)C1=CC=C(CN2CN(C=C2)C2=C(C(=CC(=C2)N2CN(C=C2)CC2=CC=C(C=C2)C=O)N2CN(C=C2)CC2=CC=C(C=C2)C=O)Br)C=C1 1,3,5-tris[3-(4-formyl-benzyl)-1h-imidazole-1-yl]bromobenzene